CN1C(N(C2=C1C=CC(=C2)SCCCCCCNC2=CC(=C(C=C2)N2CCNCC2)C)C)=O 1,3-dimethyl-5-((6-((3-methyl-4-(piperazin-1-yl)phenyl)amino)hexyl)thio)-1,3-dihydro-2H-benzo[d]imidazol-2-one